O(C1=CC=CC=C1)CCNCC(=O)O N-(2-phenoxyethyl)glycine